(3aR,5R,6S,7R,7aR)-2-(ethylamino)-3a,6,7,7a-tetrahydro-5-(hydroxymethyl)-5H-Pyrano[3,2-d]thiazole-6,7-diol C(C)NC=1S[C@@H]2[C@H](N1)[C@H]([C@@H]([C@H](O2)CO)O)O